gallium(III) bromide [Ga](Br)(Br)Br